2-((3-(cyclopentylmethoxy)-4-(4-methylpiperazin-1-yl)phenyl)amino)-5-ethynyl-8-methylpyrido[2,3-d]pyrimidin-7(8H)-one C1(CCCC1)COC=1C=C(C=CC1N1CCN(CC1)C)NC=1N=CC2=C(N1)N(C(C=C2C#C)=O)C